CCCCC(CN1C=NC=N1)(C2=C(C=C(C=C2)Cl)Cl)O The molecule is a member of the class of triazoles that is 1-hexyl-1H-1,2,4-triazole in which the hydrogens at position 2 of the hexyl chain are replaced by hydroxy and 2,4-dichlorophenyl groups. It has a role as a chelator. It is a tertiary alcohol, a member of triazoles and a dichlorobenzene.